2-bromo-1-(pyridin-4-yl)ethan-1-one hydrobromide Br.BrCC(=O)C1=CC=NC=C1